C(C)(C)NC(=O)C1=CC=C(O1)CCC(=O)O 3-[5-(isopropylcarbamoyl)furan-2-yl]Propionic acid